CC=1N(C(=CC1)C)C1=NN2C(C(=C(C=C2)B(O)O)F)=N1 (2-(2,5-dimethyl-1H-pyrrol-1-yl)-8-fluoro-[1,2,4]-triazolo[1,5-a]pyridin-7-yl)boronic acid